(R)-2-amino-3-(7-methyl-1H-indazol-5-yl)propanoic acid methyl ester trifluoroacetate FC(C(=O)O)(F)F.COC([C@@H](CC=1C=C2C=NNC2=C(C1)C)N)=O